3-(7-methyl-2-[(7-methyl-[1,2,4]triazolo[1,5-a]pyridin-6-yl)amino]-8-oxo-8,9-dihydro-7H-purin-9-yl)adamantane-1-carboxamide CN1C(N(C2=NC(=NC=C12)NC=1C(=CC=2N(C1)N=CN2)C)C21CC3(CC(CC(C2)C3)C1)C(=O)N)=O